C(C)(=O)C1=CC(=C2CNCC2=C1)C(F)(F)F 6-acetyl-4-(trifluoromethyl)isoindoline